C(C(C)(C)C)[O-] neopentanolate